1-[3-(2-methoxyethoxy)-4-phenoxyphenyl]-3-(3-chlorophenyl)urea COCCOC=1C=C(C=CC1OC1=CC=CC=C1)NC(=O)NC1=CC(=CC=C1)Cl